[2-fluoro-3-[[[2-iodo-4-[1,2,2,2-tetrafluoro-1-(trifluoromethyl)ethyl]-6-(trifluoromethyl)phenyl]amino]carbonyl]phenyl]-N-methyl-benzamide FC1=C(C=CC=C1C(=O)NC1=C(C=C(C=C1C(F)(F)F)C(C(F)(F)F)(C(F)(F)F)F)I)C1=C(C(=O)NC)C=CC=C1